O1CC(NCCC1)=O 1,4-oxazepan-3-one